ClC1=CC=2C(=C3N(CCN=C3)C2N=C1)C 3-chloro-5-methyl-8,9-dihydropyrido[3',2':4,5]pyrrolo[1,2-a]pyrazin